potassium 4-(acetoacetylamino)benzenesulfonate C(CC(=O)C)(=O)NC1=CC=C(C=C1)S(=O)(=O)[O-].[K+]